3-(2-fluoro-3-(3-(2-methoxyethyl)ureido)benzyl)-2-oxo-3,4-dihydro-2H-benzo[e][1,3]oxazin-7-yl dimethylcarbamate CN(C(OC1=CC2=C(CN(C(O2)=O)CC2=C(C(=CC=C2)NC(=O)NCCOC)F)C=C1)=O)C